tert-butyl (rac)-3-((5-((1-methoxy-5,5-dimethyl-1-oxohexan-2-yl)carbamoyl)pyridin-2-yl)oxy)benzoate COC([C@@H](CCC(C)(C)C)NC(=O)C=1C=CC(=NC1)OC=1C=C(C(=O)OC(C)(C)C)C=CC1)=O |r|